BrC1=CC(=C(C=C1)C1=CN=C(N=N1)S(=O)(=O)C)OC 6-(4-bromo-2-methoxyphenyl)-3-(methylsulfonyl)-1,2,4-triazine